NCC(C(O)C1=CC=C(C=C1)Cl)F 3-amino-1-(4-chlorophenyl)-2-fluoropropan-1-ol